(E)-3-((2-(2-chlorophenyl)hydrazineylidene)methyl)-1H-indole Ethyl-N-[(2-thioxo-1,2-dihydropyridin-3-yl)-carbonyl]glycinate C(C)OC(CNC(=O)C=1C(NC=CC1)=S)=O.ClC1=C(C=CC=C1)N\N=C\C1=CNC2=CC=CC=C12